FC1=C(C=CC(=C1)F)NC(=O)N1CC2CNCC2C1 N-(2,4-difluorophenyl)hexahydropyrrolo[3,4-c]pyrrole-2(1H)-carboxamide